C(C)(C)(C)C1=C(C(=CC=C1C)C(C)(C)C)O 2,6-di-tert-butyl-3-methyl-phenol